(3aR,5s,6aS)-N-(2-hydroxyethyl)-5-((5-(5-(tetrahydro-2H-pyran-4-carbonyl)-thiazol-2-yl)-1H-pyrrolo[2,3-b]pyridin-4-yl)amino)hexahydrocyclopenta[c]pyrrole-2(1H)-sulfonamide OCCNS(=O)(=O)N1C[C@@H]2[C@H](C1)CC(C2)NC2=C1C(=NC=C2C=2SC(=CN2)C(=O)C2CCOCC2)NC=C1